BrC=1C(=NC=NC1C)C 5-Bromo-4,6-dimethylpyrimidine